4-acetoxy-1-methyl-7-phenoxyisoquinoline-3-carboxylic acid anhydride C(C)(=O)OC1=C(N=C(C2=CC(=CC=C12)OC1=CC=CC=C1)C)C(=O)OC(=O)C=1N=C(C2=CC(=CC=C2C1OC(C)=O)OC1=CC=CC=C1)C